COC(=O)C=1C=C2C=CC(=CC2=CC1)NC(C(=O)O)(C)C 2-((6-(methoxycarbonyl)naphthalen-2-yl)amino)-2-methylpropanoic acid